2-(5-phenylthiazol-4-yl)benzoic acid C1(=CC=CC=C1)C1=C(N=CS1)C1=C(C(=O)O)C=CC=C1